1,2-bis(1,3-dioxan-2-yl)ethane O1C(OCCC1)CCC1OCCCO1